decalinaldehyde C1(CCCC2CCCCC12)C=O